C(CCCCC)N(CCC1=CC=C(OCCN2C(C3=CC=CC=C3C2=O)=O)C=C1)C[C@@H]([C@H]([C@@H]([C@@H](CO)O)O)O)O 2-(2-(4-(2-(hexyl((2S,3R,4R,5R)-2,3,4,5,6-pentahydroxyhexyl)amino)ethyl)phenoxy)ethyl)isoindoline-1,3-dione